7-bromo-9-fluoro-4,4-dimethyl-1,3-dihydro-[1,4]oxazino[4,3-a]benzimidazole BrC=1C=C(C2=C(N3C(=N2)COCC3(C)C)C1)F